BrC=1C=NC=C(C1)[N+](=O)[O-] 3-bromo-5-nitropyridine